CC(=O)O[C@@H]([C@@H]1[C@H](COC1=O)C(=O)C2=CC3=C(C=C2)OCO3)C4=CC5=C(C=C4)OCO5 The molecule is a lignan isolated from the leaves of Piper sanguineispicum. It has a role as a plant metabolite. It is a lignan, a gamma-lactone and a member of benzodioxoles.